1,2,3-cyclohexanetriol C1(C(C(CCC1)O)O)O